6-Isopropyl-1-((1R,4R)-4-((1-isopropylpiperidin-4-yl)amino)cyclohexyl)-5-(8-methoxy-[1,2,4]triazolo[1,5-a]pyridin-6-yl)-1,3-dihydro-2H-benzo[d]imidazol-2-on C(C)(C)C=1C(=CC2=C(N(C(N2)=O)C2CCC(CC2)NC2CCN(CC2)C(C)C)C1)C=1C=C(C=2N(C1)N=CN2)OC